FC1=CC=CC2=C1SC=C2C(C#N)=C 7-fluorobenzo[b]thiophene-3-yl-Acrylonitrile